C1(CC1)S(=O)(=O)N1CC2(CN(C2)CC2=CC(=C(C=C2)C2=CC=C(C=C2)C(C(F)(F)F)(C(F)(F)F)O)CC)C1 2-(4'-((6-(cyclopropylsulfonyl)-2,6-diazaspiro[3.3]heptan-2-yl)methyl)-2'-ethyl-[1,1'-biphenyl]-4-yl)-1,1,1,3,3,3-hexafluoropropan-2-ol